CC=1C(=NC(=NC1C(F)(F)F)S(=O)(=O)C)C=1C=NN(C1)CC(=O)N1CCN(CC1)C(=O)OC(C)(C)C tertbutyl 4-[2-[4-[5-methyl-2-methylsulfonyl-6-(trifluoromethyl)pyrimidin-4-yl]pyrazol-1-yl]acetyl]piperazine-1-carboxylate